3-(7-(8-Oxa-3-azabicyclo[3.2.1]oct-3-yl)-1-methyl-1H-pyrazolo[4,3-b]pyridin-5-yl)-8-oxa-3-azabicyclo[3.2.1]octane C12CN(CC(CC1)O2)C2=C1C(=NC(=C2)N2CC3CCC(C2)O3)C=NN1C